BrC1=C(OCC(CCCN2CCN(CC2)C(=O)OC(C)(C)C)C2CC2)C=CC(=C1)S(=O)(=O)CC tert-butyl 4-[5-(2-bromo-4-ethylsulfonyl-phenoxy)-4-cyclopropyl-pentyl]piperazine-1-carboxylate